2-azido-3-(2,2,6,6-tetramethylpiperidinyloxy)-5-fluoro-indoline N(=[N+]=[N-])C1NC2=CC=C(C=C2C1ON1C(CCCC1(C)C)(C)C)F